ClC1=C(C=C(C(=N1)I)CC(C(=O)O)(C(C)C)C)OC 2-((6-chloro-2-iodo-5-methoxypyridin-3-yl)methyl)-2,3-dimethylbutyric acid